(1-(Pyridin-4-ylmethyl)-1H-pyrazol-3-yl)nicotinamide N1=CC=C(C=C1)CN1N=C(C=C1)C1=C(C(=O)N)C=CC=N1